C(C)OC(=O)C=1C(C=C2N(C(CC3=CC(=C(C=C23)OC)C2=CC=NN2C(C)C)C(C)(C)C)C1)=O 6-tert-butyl-9-(1-isopropyl-1H-pyrazol-5-yl)-10-methoxy-2-oxo-6,7-dihydro-2H-pyrido[2,1-a]isoquinoline-3-carboxylic acid ethyl ester